Cl.N=1C=NN2C1C=CC(=C2)C2=CC=C1C(C(NC(C1=C2)([2H])[2H])([2H])[2H])([2H])C2=CC(=C(C=C2)Cl)Cl 7-([1,2,4]triazolo[1,5-a]pyridin-6-yl)-4-(3,4-dichlorophenyl)-1,2,3,4-tetrahydroisoquinoline-1,1,3,3,4-d5 HCl salt